IC=1C=CC=2N(C1)C(=CN2)C(C)=O 1-(6-Iodoimidazo[1,2-a]pyridin-3-yl)ethan-1-one